C(C)(=O)[O-].C[NH3+] N-methyl-ammonium acetate